N-[(2E)-3-[(4-chlorophenyl)(imino)oxo-λ6-sulfanyl]prop-2-en-1-yl]-2-oxo-1,2,5,6,7,8-hexahydroquinoline-3-carboxamide ClC1=CC=C(C=C1)S(/C=C/CNC(=O)C=1C(NC=2CCCCC2C1)=O)(=O)=N